6-chloro-3-(((R)-1-(2-((1R,5S,6R)-6-(methoxy(methyl)carbamoyl)-3-azabicyclo[3.1.0]hexan-3-yl)-3,6-dimethyl-4-oxo-3,4-dihydroquinazolin-8-yl)ethyl)amino)picolinic acid ClC1=CC=C(C(=N1)C(=O)O)N[C@H](C)C=1C=C(C=C2C(N(C(=NC12)N1C[C@H]2C([C@H]2C1)C(N(C)OC)=O)C)=O)C